benzyl 4-[2-(4-tert-butoxycarbonylpiperazin-1-yl)ethyl]piperazine-1-carboxylate C(C)(C)(C)OC(=O)N1CCN(CC1)CCN1CCN(CC1)C(=O)OCC1=CC=CC=C1